methyl 4-(6-(6-(2-(4-cyclopropylpyrimidin-5-yl)-4-fluorophenoxy)-1,2,4-triazin-5-yl)-2,6-diazaspiro[3.4]octan-2-yl)-5-methylhexanoate C1(CC1)C1=NC=NC=C1C1=C(OC2=C(N=CN=N2)N2CC3(CN(C3)C(CCC(=O)OC)C(C)C)CC2)C=CC(=C1)F